2-(2-fluorobenzyl)-8-(1H-indole-6-carbonyl)-2,8-diazaspiro[4.5]decan-1-one FC1=C(CN2C(C3(CC2)CCN(CC3)C(=O)C3=CC=C2C=CNC2=C3)=O)C=CC=C1